[C@@H]1([C@H](O)[C@H](OP(=O)(O)OC[C@@H]2[C@H]([C@H]([C@@H](O2)N2C(=O)N=C(N)C=C2)OC)OP(=O)(O)OC[C@@H]2[C@H]([C@H]([C@@H](O2)N2C(=O)NC(=O)C=C2)O)OP(=O)(O)OC[C@@H]2[C@H]([C@H]([C@@H](O2)N2C=NC=3C(=O)NC(N)=NC23)OC)OP(=O)(O)OC[C@@H]2[C@H]([C@H]([C@@H](O2)N2C=NC=3C(=O)NC(N)=NC23)O)OP(=O)(O)OC[C@@H]2[C@H]([C@H]([C@@H](O2)N2C(=O)N=C(N)C=C2)OC)O)[C@@H](CO)O1)N1C(=O)NC(=O)C=C1 uridylyl-(3'→5')-2'-O-methylcytidylyl-(3'→5')-uridylyl-(3'→5')-2'-O-methylguanylyl-(3'→5')-guanylyl-(3'→5')-2'-O-methylcytidine